C(C)(=O)NC1=NC=C(C(=C1)NC1=CC(=NC(=N1)C(C)(F)F)C=1C=NN(C1)C(=O)OC(C)(C)C)OCC tert-butyl 4-(6-((2-acetamido-5-ethoxypyridin-4-yl)amino)-2-(1,1-difluoroethyl)pyrimidin-4-yl)-1H-pyrazole-1-carboxylate